3,3,3-trifluoro-2-methyl-1-(2-(4-phenyl-1H-imidazol-2-yl)piperidin-1-yl)propan-1-one tert-butyl-(tert-butoxycarbonyl)(3-chloro-4-iodopyridin-2-yl)carbamate C(C)(C)(C)C=1C(=C(C(=NC1)N(C(O)=O)C(=O)OC(C)(C)C)Cl)I.FC(C(C(=O)N1C(CCCC1)C=1NC=C(N1)C1=CC=CC=C1)C)(F)F